N-[(3-chlorophenyl)methyl]-8-azabicyclo[3.2.1]Octane-3-carboxamide ClC=1C=C(C=CC1)CNC(=O)C1CC2CCC(C1)N2